[Cl-].CCCC n-butane chloride